OC1=C(C2=CC=CC=C2C=C1)C(=O)NC1=C(C(=O)O)C=CC=C1 2-(2-hydroxy-1-naphthamido)benzoic acid